C(C)(=O)N[C@@H](C(=O)N1[C@@H]([C@H]2[C@@H](C1)CCC2)C(=O)N[C@H](C[C@@H]2C(NCC2)=O)\C=C(\S(=O)(=O)C)/F)C2=CC=CC=C2 (1S,3aS,6aR)-2-((R)-2-acetamido-2-phenylacetyl)-N-((R,E)-4-fluoro-4-(methylsulfonyl)-1-((R)-2-oxopyrrolidin-3-yl)but-3-en-2-yl)octahydrocyclopenta[c]pyrrole-1-carboxamide